CC1=CC=C(C=C1)S(=O)(=O)N1C=CC2=CC=CC(=C12)[N+](=O)[O-] 1-[(4-methylphenyl)sulfonyl]-7-nitro-1H-indole